(methyl)methacrylate COC(C(=C)C)=O